ClC1=C2CN3C(=NC2=CC=C1Cl)NC(C3)=O 6,7-dichloro-1,5-dihydroimidazo[2,1-b]quinazolin-2(3H)-one